C(C)C1=CC=C(C(=N1)C)C1=NN2C(N=CC=C2)=C1C(=O)N[C@@H]1C(NC2=C(C(=N1)C1=CC=CC=C1)C=CC=C2)=O 2-(6-Ethyl-2-methyl-pyridin-3-yl)-N-[(3S)-2-oxo-5-phenyl-2,3-dihydro-1H-1,4-benzo-diazepin-3-yl]pyrazolo-[1,5-a]pyrimidine-3-carboxamide